C(C)(C)=[Hf](C1C2=CC=CC=C2C=2C=CC=CC12)C1C=CC=C1 isopropylidene(cyclopentadienyl)(fluoren-9-yl)hafnium